5-bromo-3-fluoro-2-((4-methoxybenzyl)oxy)benzaldehyde BrC=1C=C(C(=C(C=O)C1)OCC1=CC=C(C=C1)OC)F